3-fluoro-5-isopropyl-4-nitropyridine FC=1C=NC=C(C1[N+](=O)[O-])C(C)C